N-(3-chloro-2-fluorobenzyl)-6-{5-[(cyclopropylamino)carbonyl]-3-fluoro-2-methylphenyl}nicotinamide ClC=1C(=C(CNC(C2=CN=C(C=C2)C2=C(C(=CC(=C2)C(=O)NC2CC2)F)C)=O)C=CC1)F